2-bromo-4-(4-[[2-(4-chlorophenyl)-5-methoxy-5-methylcyclohex-1-en-1-yl]methyl]piperazin-1-yl)-N-[3-nitro-4-[(oxan-4-ylmethyl)amino]benzenesulfonyl]benzamide BrC1=C(C(=O)NS(=O)(=O)C2=CC(=C(C=C2)NCC2CCOCC2)[N+](=O)[O-])C=CC(=C1)N1CCN(CC1)CC1=C(CCC(C1)(C)OC)C1=CC=C(C=C1)Cl